4-[4-bromo-6-(5-fluoro-2-methyl-phenyl)-3-hydroxy-pyridin-2-yl]-4-oxo-butyric acid ethyl ester C(C)OC(CCC(=O)C1=NC(=CC(=C1O)Br)C1=C(C=CC(=C1)F)C)=O